(S)-(2-HYDROXYPYRROLIDIN-1-YL)-ACETIC ACID O[C@@H]1N(CCC1)CC(=O)O